BrC=1C=C2C=CC(=CC2=CC1)C(=O)[O-].[Na+] Sodium 6-bromo-2-naphthoate